OC(C)(C)C1=C(C=C(C(=O)N)C=C1)C1=CC2=C(NC(=N2)C)C=C1 4-(2-hydroxypropan-2-yl)-3-(2-methyl-1H-benzimidazol-5-yl)benzamide